ClC1=CC2=C(C=N1)SC(=N2)NC(OC(C)(C)C)=O tert-butyl (6-chlorothiazolo[5,4-c]pyridin-2-yl)carbamate